N1=CC=C2N1CCCN2C=2C=NC=1CCN(CC1C2)C=2C1=C(N=C(N2)N2CC(OCC2)(C)C)N=CC=C1 4-(4-(3-(6,7-dihydropyrazolo[1,5-a]pyrimidin-4(5H)-yl)-7,8-dihydro-1,6-naphthyridin-6(5H)-yl)pyrido[2,3-d]pyrimidin-2-yl)-2,2-dimethylmorpholine